ClC1=C(C=CC=C1)C1=C2N(C(=NC1=O)NC1CC(C1)O)C=CC(=C2)C(F)(F)F 4-(2-Chlorophenyl)-1-(((1S,3S)-3-hydroxycyclobutyl)amino)-6-(trifluoromethyl)-3H-pyrido[1,2-c]Pyrimidine-3-one